N-([2,3'-bipyridin]-6'-ylmethyl)-5-chloro-3-cyclopropylpyrazolo[1,5-a]pyrimidin-7-amine N1=C(C=CC=C1)C=1C=NC(=CC1)CNC1=CC(=NC=2N1N=CC2C2CC2)Cl